O1[C@H](CCC1)C(=O)OC(=O)[C@@H]1OCCC1 (R)-tetrahydro-2-furoic acid anhydride